6-(3-(2,4-difluorophenoxy)-7,8-dihydro-1,6-naphthyridin-6(5H)-yl)-5-methylnicotinonitrile FC1=C(OC=2C=NC=3CCN(CC3C2)C2=NC=C(C#N)C=C2C)C=CC(=C1)F